(R)-1-(3-((6-((6-methoxy-2-methyl-1,2,3,4-tetrahydroisoquinolin-7-yl)amino)-1H-pyrazolo[3,4-d]pyrimidin-1-yl)methyl)morpholino)ethan-1-one Trifluoroacetate FC(C(=O)O)(F)F.COC=1C=C2CCN(CC2=CC1NC1=NC=C2C(=N1)N(N=C2)C[C@@H]2COCCN2C(C)=O)C